NC1=C(C=C(C=2C(C3=CC=CC=C3C(C12)=O)=O)NC1=CC(=C(C=C1)NC1=NC(=NC(=N1)Cl)NC1=C(C=CC=C1)S(=O)(=O)O)S(=O)(=O)O)S(=O)(=O)O 1-amino-4-[4-[[4-chloro-6-(2-sulfoanilino)-1,3,5-triazin-2-yl]amino]-3-sulfoanilino]-9,10-dioxoanthracene-2-sulfonic acid